FC(C1=C2C(=NNC1=O)[C@@H](CC2)N2CC(C2)C(=O)N2CCN(CC2)C2=NC=C(C=N2)C(F)(F)F)(F)F |r| rac-4-(Trifluoromethyl)-7-[3-[4-[5-(trifluoromethyl)pyrimidin-2-yl]piperazine-1-carbonyl]azetidin-1-yl]-2,5,6,7-tetrahydrocyclopenta[c]pyridazin-3-one